C1N(CCC2=CC=CC=C12)CC1=CC(C(=CO1)OC(C)C1CC2(C1)CCN(CC2)C(=O)OC(C)(C)C)=O tert-Butyl 2-(1-((6-((3,4-dihydroisoquinolin-2(1H)-yl)methyl)-4-oxo-4H-pyran-3-yl)-oxy)ethyl)-7-azaspiro[3.5]nonane-7-carboxylate